ClC1=CC(=C2C(=N1)C(=C(S2)[C@@H]2OCCC[C@H]2NC)C#CCCCO)NCC=2SC=CC2 5-(5-chloro-2-((2R,3R)-3-(methylamino)tetrahydro-2H-pyran-2-yl)-7-((thiophen-2-ylmethyl)amino)thieno[3,2-b]pyridin-3-yl)pent-4-yn-1-ol